o-divinyl-benzene C(=C)C1=C(C=CC=C1)C=C